NC1=NC=2C=3C(C(CC2C=N1)(C)C)=C(N(N3)CCOC3OCCCC3)C(=O)NC=3SC=C(N3)C 8-amino-4,4-dimethyl-N-(4-methyl-1,3-thiazol-2-yl)-2-[2-(tetrahydro-2H-pyran-2-yloxy)ethyl]-4,5-dihydro-2H-pyrazolo[4,3-H]quinazoline-3-carboxamide